C(C)OC(=O)C1=NN(C(=C1)C)CC1=CC=C(C=C1)OC 1-(4-methoxybenzyl)-5-methyl-1H-pyrazole-3-carboxylic acid ethyl ester